1,3-dimethyl-7-(4-methylpiperazin-1-yl)-pyrido[2,3-d]pyrimidine-2,4,5(1H,3H,8H)-trione CN1C(N(C(C2=C1NC(=CC2=O)N2CCN(CC2)C)=O)C)=O